1-(4-(3-(2,4-difluorophenyl)-7-((tetrahydro-2H-pyran-2-yl)oxy)-2H-chromen-4-yl)phenyl)-4-(dimethoxymethyl)piperidine FC1=C(C=CC(=C1)F)C=1COC2=CC(=CC=C2C1C1=CC=C(C=C1)N1CCC(CC1)C(OC)OC)OC1OCCCC1